C(C)(C)(C)OC(N(C(CCC#C)C)CC=C)=O allyl-N-(1-methylpent-4-ynyl)carbamic acid tert-butyl ester